C(C)(C)(C)OC(=O)NC=1C=2N(C3C=C(C(=CC3N1)F)C(=O)OCC)C=NC2 ethyl 4-(tert-butoxycarbonylamino)-7-fluoro-5a,9a-dihydroimidazo[1,5-a]quinoxaline-8-carboxylate